C1(=CC=C(OC)C=C1)C(=O)C(=O)C1=CC=C(OC)C=C1 Anisil